C[SiH](C1=CC=C(C=C1)C(=C)C1=CC=CC=C1)C 1-[4-(dimethylsilyl)phenyl]-1-phenylethylene